(S)-4-((1-(benzo[b]thiophen-4-yl)ethyl)amino)-6-cyclopropyl-2-methyl-2,6-dihydropyrido[3,4-d]pyridazine-1,7-dione S1C2=C(C=C1)C(=CC=C2)[C@H](C)NC2=NN(C(C=1C2=CN(C(C1)=O)C1CC1)=O)C